methyl 4-(3-oxopropyl)piperidine-1,4-dicarboxylate O=CCCC1(CCN(CC1)C(=O)OC)C(=O)[O-]